C(CC)C12C3(C(OC1S2)(C)S3)S propyl-(2-methyl-3-mercaptofuran) disulfide